C[C@@H]1CO[C@@H](CN1C(=O)OC(C)(C)C)CN1N=CC(=C1)B1OC(C(O1)(C)C)(C)C tert-butyl (2S,5R)-5-methyl-2-((4-(4,4,5,5-tetramethyl-1,3,2-dioxaborolan-2-yl)-1H-pyrazol-1-yl)methyl)morpholine-4-carboxylate